1-acryloyl-N-(2-(4-(4-(2-amino-4-(difluoromethyl)pyrimidin-5-yl)-6-morpholino-1,3,5-triazin-2-yl)piperazin-1-yl)-2-oxoethyl)-N-methylpiperidine-4-carboxamide C(C=C)(=O)N1CCC(CC1)C(=O)N(C)CC(=O)N1CCN(CC1)C1=NC(=NC(=N1)C=1C(=NC(=NC1)N)C(F)F)N1CCOCC1